3-(2-chloropyridin-4-yl)urea ClC1=NC=CC(=C1)NC(N)=O